alpha-d-lactose monohydrate O.O[C@@H]1[C@H](O)[C@@H](O)[C@H](O[C@H]2[C@H](O)[C@@H](O)[C@@H](O)[C@H](O2)CO)[C@H](O1)CO